C(CC1=CC=CC=C1)N(C(CC)=O)C(CC)=O N-phenethyl-N-propionylpropionamide